BrC=1C(=NC(=NC1)NC(C)C1=CC=CC=C1)NC1=CC(=NN1)CC 5-bromo-N4-(3-ethyl-1H-pyrazol-5-yl)-N2-(1-phenylethyl)pyrimidine-2,4-diamine